(S)-1'-(5-((3-chloro-2-methoxypyridin-4-yl)thio)-1H-imidazo[4,5-b]pyrazin-2-yl)-1,3-dihydrospiro[indene-2,4'-piperidin]-1-amine ClC=1C(=NC=CC1SC=1N=C2C(=NC1)NC(=N2)N2CCC1(CC2)[C@@H](C2=CC=CC=C2C1)N)OC